4-(4-(m-tolylsulfonyl)-3,4-dihydro-2H-pyrido[4,3-b][1,4]thiazin-8-yl)benzonitrile C1(=CC(=CC=C1)S(=O)(=O)N1C2=C(SCC1)C(=CN=C2)C2=CC=C(C#N)C=C2)C